1-(biphenyl-4-yl)-2-methyl-2-morpholinylpropan-1-one C1(=CC=C(C=C1)C(C(C)(N1CCOCC1)C)=O)C1=CC=CC=C1